N-{1-[(3-fluorooxetan-3-yl)methyl]-1H-pyrazol-4-yl}-1-[4-fluoro-2-(2,2,2-trifluoroethoxy)phenyl]-2-oxo-1,2-dihydropyridine-3-carboxamide FC1(COC1)CN1N=CC(=C1)NC(=O)C=1C(N(C=CC1)C1=C(C=C(C=C1)F)OCC(F)(F)F)=O